C(C)C=1C=NN(C1)C1(CNC1)CC#N 2-[3-(4-ethyl-1H-pyrazol-1-yl)azetidin-3-yl]Acetonitrile